CC1=CC=NN1C1=C(C#N)C=CC=C1 (5-methyl-1H-pyrazol-1-yl)benzonitrile